N-(4-iodo-2,5-dimethylphenyl)-N-(5-morpholinopyridin-2-yl)acrylamide IC1=CC(=C(C=C1C)N(C(C=C)=O)C1=NC=C(C=C1)N1CCOCC1)C